4-[2-(4-methoxy-3-nitrophenyl)propan-2-yl]thiazole COC1=C(C=C(C=C1)C(C)(C)C=1N=CSC1)[N+](=O)[O-]